(3,5-dimethylpyridin-2-yl)-4-(pyridin-2-yl)thiazol-2-amine CC=1C(=NC=C(C1)C)C1=C(N=C(S1)N)C1=NC=CC=C1